di(3-ethyl 3-hexyl) sebacate C(CCCCCCCCC(=O)OC(CC)(CCC)CC)(=O)OC(CC)(CCC)CC